(1,4-dioxan-6-yl)methanol O1CCOCC1CO